Tetraaminobifurazan NC1(C(=NON1)C1=NONC1(N)N)N